ClC1=C(C=CC(=N1)NC(OC1=CC=CC=C1)=O)C phenyl (6-chloro-5-methylpyridin-2-yl)carbamate